1-(4-(dimethylamino)phenyl)3-(p-tolyl)urea CN(C1=CC=C(C=C1)NC(=O)NC1=CC=C(C=C1)C)C